3-methyl-propyl-pyrazine CCCCC1=NC=CN=C1